(R)-5-(2-hydroxypropan-2-yl)-N'-((1-oxo-1,2,3,5,6,7-hexahydro-s-indacen-4-yl)carbamoyl)thiazole-2-sulfonimidamide OC(C)(C)C1=CN=C(S1)[S@@](=O)(N)=NC(NC1=C2CCC(C2=CC=2CCCC12)=O)=O